((1S,4S)-4-(2,5-dimethyl-1H-pyrrol-1-yl)-1-isopropylcyclopent-2-en-1-yl)(3-(trifluoromethyl)-7,8-dihydro-1,6-naphthyridin-6(5H)-yl)methanone CC=1N(C(=CC1)C)[C@@H]1C=C[C@](C1)(C(C)C)C(=O)N1CC=2C=C(C=NC2CC1)C(F)(F)F